C(C)(C)(C)C=1C=C(C=C(C1)C(C)(C)C)C1=C(C=CC(=C1)C)OCOC 3',5'-Di-tert-butyl-2-(methoxymethoxy)-5-methyl-1,1'-biphenyl